2-(TERT-BUTOXYCARBONYL(METHYL)AMINO)PYRIMIDIN-5-YLBORONIC ACID C(C)(C)(C)OC(=O)N(C1=NC=C(C=N1)B(O)O)C